2-Ethynyl-5-(1-(6-(isopropylamino)-4-((2R,3S)-2-methyl-3-((methylsulfonyl)methyl)azetidin-1-yl)pyridin-2-yl)-4-methyl-1H-pyrazolo[4,3-c]pyridin-6-yl)-4-methoxybenzaldehyde C(#C)C1=C(C=O)C=C(C(=C1)OC)C1=CC2=C(C(=N1)C)C=NN2C2=NC(=CC(=C2)N2[C@@H]([C@H](C2)CS(=O)(=O)C)C)NC(C)C